(2-(trimethylsilyl)ethyl)Oxygen C[Si](CC[O])(C)C